cyclopentyl (1,1,1-trifluoropropan-2-yl)carbamate FC(C(C)NC(OC1CCCC1)=O)(F)F